OC(CCCCCC(=O)OCCC(CCCCCCCC)CCCCCCCC)CCCCCCC 3-octylundecyl 7-hydroxytetradecanoate